1,8-bis(dimethylamino)-naphthalene CN(C1=CC=CC2=CC=CC(=C12)N(C)C)C